1-tert-butoxycarbonyl-4-(2-hydroxyethyl)piperazine C(C)(C)(C)OC(=O)N1CCN(CC1)CCO